ClC=1C=C(C=CC1F)NC(=O)C1=C(N=CN1C)C1CC2CC(CC2C1)(O)C1CCC1 N-(3-chloro-4-fluorophenyl)-4-(5-cyclobutyl-5-hydroxyoctahydro-pentalen-2-yl)-1-methyl-1H-imidazole-5-carboxamide